FC1=CC=C(OCC(=O)NC2=C(C(=O)NCC=3OC=CC3)C=CC=C2)C=C1 2-(4-Fluorophenoxyacetamido)-N-(furan-2-ylmethyl)benzamide